(3-amino-6-(1',2'-dihydrospiro[cyclopropane-1,3'-pyrrolo[2,3-b]pyridin]-5'-yl)pyridin-2-yl)(3-hydroxypyrrolidin-1-yl)methanone NC=1C(=NC(=CC1)C=1C=C2C(=NC1)NCC21CC1)C(=O)N1CC(CC1)O